N-[8-[4-[4-[(2,6-dioxo-3-piperidyl)amino]phenyl]-1-piperidyl]octyl]-1-phenyl-5-[[2-(trifluoromethyl)phenyl]methylcarbamoylamino]pyrazole-3-carboxamide O=C1NC(CCC1NC1=CC=C(C=C1)C1CCN(CC1)CCCCCCCCNC(=O)C1=NN(C(=C1)NC(NCC1=C(C=CC=C1)C(F)(F)F)=O)C1=CC=CC=C1)=O